2-(3,5-dichloro-4-((4-oxo-3,4,5,6,7,8-hexahydro-5,8-ethanophthalazin-1-yl)oxy)phenyl)-3,5-dioxo-2,3,4,5-tetrahydro-1,2,4-triazine-6-nitrile ClC=1C=C(C=C(C1OC1=NNC(C=2C3CCC(C12)CC3)=O)Cl)N3N=C(C(NC3=O)=O)C#N